O=C1NC(CCC1N1CC2=CC=C(C=C2C1=O)NS(=O)(=O)C1=CC=C(C=C1)OC)=O N-(2-(2,6-dioxo-piperidin-3-yl)-3-oxoisoindolin-5-yl)-4-methoxy-benzenesulfonamide